2,4,6-trimethylbenzoyl-phenylphosphonic acid chloride CC1=C(C(=O)C2=C(C=CC=C2)P(=O)(Cl)Cl)C(=CC(=C1)C)C